methyl N-[5-[8-ethyl-6-[(4-fluoro-3-methoxy-phenyl)-methyl-carbamoyl]imidazo[1,2-a]pyrazin-3-yl]-2-pyridyl]carbamate C(C)C=1C=2N(C=C(N1)C(N(C)C1=CC(=C(C=C1)F)OC)=O)C(=CN2)C=2C=CC(=NC2)NC(OC)=O